CC1=C(N=NN1C1=C(C=C(C(=C1)OC)OC)OC)C(=O)O 5-methyl-1-(2,4,5-trimethoxyphenyl)-1H-1,2,3-triazole-4-carboxylic acid